3-[3-(21,27-Difluoro-6,11-dimethyl-12-oxo-23-oxa-3,11,18,29-tetrazapentacyclo[22.3.1.12,5.014,22.015,19]nonacosa-1(28),2,4,14,16,19,21,24,26-nonaen-6-yl)phenyl]propanoic acid FC=1C=C2NC=CC2=C2CC(N(CCCCC(C3=CN=C(C=4C(=CC=C(OC12)C4)F)N3)(C)C=3C=C(C=CC3)CCC(=O)O)C)=O